(6S)-5-(2,2-difluoro-3-hydroxybutyryl)-N-((S)-3-oxo-1-((S)-2-oxopyrrolidin-3-yl)-4-(trifluoromethoxy)butan-2-yl)-5-azaspiro[2.4]heptane-6-carboxamide FC(C(=O)N1CC2(CC2)C[C@H]1C(=O)N[C@@H](C[C@H]1C(NCC1)=O)C(COC(F)(F)F)=O)(C(C)O)F